trifluorobutanol FC(CCCO)(F)F